FC(OC=1C=C(C=CC1)N1C(C(C2=CC(=CC=C12)C(=O)NC1(SOCC1)C)=O)=O)F 1-(3-(difluoromethoxy)phenyl)-N-(3-methyl-1,1-dioxathiolan-3-yl)-2,3-dioxoindoline-5-carboxamide